ON1[C@@H]2CC[C@H](N(C1=O)C2)C(=O)NNC(=O)OC(C)(C)C tert-Butyl 2-{[(2S,5R)-6-hydroxy-7-oxo-1,6-diazabicyclo[3.2.1]oct-2-yl]carbonyl}hydrazinecarboxylate